2-(2-(Chloromethoxy)-2-oxoethyl)phenyl isobutyrate C(C(C)C)(=O)OC1=C(C=CC=C1)CC(=O)OCCl